N-[2-(2-bromoethoxy)ethyl]-4-(3-chlorophenyl)-N-[4-(trifluoromethyl)phenyl]Thiazol-2-amine BrCCOCCN(C=1SC=C(N1)C1=CC(=CC=C1)Cl)C1=CC=C(C=C1)C(F)(F)F